FC1=C(C(=O)O)C=CC=C1CN1N=C2C(N=CC=C2)=N1 2-fluoro-3-(triazolo[4,5-b]pyridin-2-ylmethyl)benzoic acid